1-(2-chlorophenyl)-7-cyclopropyl-4-((1-methylcyclobutyl)amino)quinazolin-2(1H)-one ClC1=C(C=CC=C1)N1C(N=C(C2=CC=C(C=C12)C1CC1)NC1(CCC1)C)=O